tert-Butyl N-[2-[3-[(R or S)-[1-[(4aR-8aS)-3-oxo-4,4a,5,7,8,8a-hexahydropyrido[4,3-b][1,4]oxazine-6-carbonyl]-4-piperidyl]-phenyl-methyl]phenoxy]ethyl]carbamate O=C1N[C@H]2[C@@H](OC1)CCN(C2)C(=O)N2CCC(CC2)[C@@H](C=2C=C(OCCNC(OC(C)(C)C)=O)C=CC2)C2=CC=CC=C2 |o1:19|